4-(benzyloxy)-1,2-butanediol C(C1=CC=CC=C1)OCCC(CO)O